NC1=CC(=C(C#N)C=C1C([2H])([2H])[2H])F 4-amino-2-fluoro-5-(methyl-d3)benzonitrile